C(C)(C)(C)C=1C=C(C=C(C1O)C(C)(C)C)/C=C/C(=O)O (E)-3-(3,5-di-tert-butyl-4-hydroxyphenyl)acrylic acid